(E)-3-(3-bromostyryl)-5,5-dimethylcyclohex-2-en-1-one BrC=1C=C(/C=C/C2=CC(CC(C2)(C)C)=O)C=CC1